OC(=O)C(F)(F)F.FC1=CC(=C(C=C1C=1C=NC(=NC1)N1CCOCC1)NC(=O)C1=CNC(C=C1C(F)(F)F)=O)N1CC2COCCN2CC1 N-(4-fluoro-2-(hexahydropyrazino[2,1-c][1,4]oxazin-8(1H)-yl)-5-(2-morpholinopyrimidin-5-yl)phenyl)-6-oxo-4-(trifluoromethyl)-1,6-dihydropyridine-3-carboxamide TFA salt